tert-butyl (2R,5R)-5-((R)-2-hydroxy-1-(2-hydroxybenzamido)ethyl)-1-methylpyrrolidine-2-carboxylate OC[C@H](NC(C1=C(C=CC=C1)O)=O)[C@H]1CC[C@@H](N1C)C(=O)OC(C)(C)C